C(C)(=O)NCCC=1N=C(SC1C)NC(=O)C=1N(C=CC1)CC1=CC=NC=C1 N-(4-(2-acetamidoethyl)-5-methylthiazol-2-yl)-1-(pyridin-4-ylmethyl)-1H-pyrrole-2-carboxamide